N(=[N+]=[N-])CCOCCOCCOCCOCCOCCOCCOCCOCCNC(COCC(=O)N[C@H](C(=O)NC1=CC=C(C=C1)CO)CCCCNC(C1=CC=CC=C1)(C1=CC=CC=C1)C1=CC=C(C=C1)OC)=O (S)-2-(32-azido-5-oxo-3,9,12,15,18,21,24,27,30-nonaoxa-6-azadotriacontanamido)-N-(4-(hydroxymethyl)phenyl)-6-(((4-methoxyphenyl)diphenylmethyl)amino)hexanamide